4-(benzyloxy)-2,2,6,6-tetramethylpiperidin-1-ol C(C1=CC=CC=C1)OC1CC(N(C(C1)(C)C)O)(C)C